C1(CC1)C(CCO)NC(=O)C=1C=NC2=CC=C(C=C2C1NC(C)C)C=1C=NNC1 N-(1-cyclopropyl-3-hydroxypropyl)-4-(isopropylamino)-6-(1H-pyrazol-4-yl)quinoline-3-carboxamide